8-(1-methyl-1H-pyrazol-4-yl)-1,2-dihydrofuro[2,3-c]isoquinoline CN1N=CC(=C1)C1=CC=2C3=C(N=CC2C=C1)OCC3